2,4,6-tris(dimethylamino)-1,3,5-triazine CN(C1=NC(=NC(=N1)N(C)C)N(C)C)C